4-{1-[2-(cyclooctan-2-yn-1-yloxy)acetamido]-3,6,9,12-tetraoxapentadecane-15-amido}butyric acid C1(C#CCCCCC1)OCC(=O)NCCOCCOCCOCCOCCC(=O)NCCCC(=O)O